C(#N)C=1C(=CC2=C(SC=C2)C1)CCNC(OC(C)(C)C)=O Tert-butyl (2-(6-cyanobenzo[b]thiophen-5-yl)ethyl)carbamate